tetramethylenebis(trimethylsilane) C[Si](CCCC[Si](C)(C)C)(C)C